N-[4-(chloromethyl)-3-(difluoromethoxy)phenyl]-4-cyano-2-methylbenzamide ClCC1=C(C=C(C=C1)NC(C1=C(C=C(C=C1)C#N)C)=O)OC(F)F